FC=1C=C(C=CC1OC1=C2C(=NC=C1)C=C(S2)C2=NC=C(C=C2)CNCCOC)NC(=O)C2=C1C(=CN(C2=O)C2=CC=C(C=C2)F)CCO1 N-(3-fluoro-4-((2-(5-(((2-methoxyethyl)amino)methyl)pyridin-2-yl)thieno[3,2-b]pyridin-7-yl)oxy)phenyl)-5-(4-fluorophenyl)-6-oxo-2,3,5,6-tetrahydrofuro[3,2-c]pyridine-7-carboxamide